6-chloro-N-[5-(2,2-difluoroethoxy)-4,6-dimethoxy-pyrimidin-2-yl]-7-thiazol-4-yl-1H-indole-3-sulfonamide ClC1=CC=C2C(=CNC2=C1C=1N=CSC1)S(=O)(=O)NC1=NC(=C(C(=N1)OC)OCC(F)F)OC